5-[Methyl-(4-methylbenzyl)amino]-2-(pyridin-2-yl)-4,5,6,7-tetrahydro-2H-indazol-3-ol CN(C1CC2=C(N(N=C2CC1)C1=NC=CC=C1)O)CC1=CC=C(C=C1)C